Racemic-(4-(2-methyl-5-(trifluoromethyl)phenyl)piperazin-1-yl)(4-(4-(trifluoromethyl)phenyl)-oxetan-2-yl)methanone CC1=C(C=C(C=C1)C(F)(F)F)N1CCN(CC1)C(=O)C1OC(C1)C1=CC=C(C=C1)C(F)(F)F